C(C1=CC=CC=C1)N(C(=O)C=1NC(C2=CC=CC=C2C1)=O)C1CCN(CC1)CCCC N-benzyl-N-(1-butylpiperidin-4-yl)-1-oxo-1,2-dihydroisoquinoline-3-carboxamide